COCOC1=C(C=CC=C1)C1=CC2=C(N=N1)NC1=C2[C@H](N(CC1)C1=NC=C(C=N1)C1CCN(CC1)C(=O)OC(C)(C)C)C (R)-tert-butyl 4-(2-(3-(2-(methoxymethoxy)phenyl)-5-methyl-7,8-dihydro-5H-pyrido[3',4':4,5]pyrrolo[2,3-c]pyridazin-6(9H)-yl)pyrimidin-5-yl)piperidine-1-carboxylate